5-amino-N-[1-[4-[2-[1-[4-[4-[1-(2,6-dioxo-3-piperidyl)-3-methyl-2-oxo-benzimidazol-5-yl]-1-piperidyl]-4-oxo-butyl]-4-piperidyl]ethynyl]-3-(2-thienyl)phenyl]ethyl]-2-methyl-benzamide NC=1C=CC(=C(C(=O)NC(C)C2=CC(=C(C=C2)C#CC2CCN(CC2)CCCC(=O)N2CCC(CC2)C2=CC3=C(N(C(N3C)=O)C3C(NC(CC3)=O)=O)C=C2)C=2SC=CC2)C1)C